4-amino-N-((1R)-1-(5-fluoro-2-pyridinyl)ethyl)-N,1,7-trimethyl-1H-pyrazolo[4,3-c]quinoline-8-carboxamide NC1=NC=2C=C(C(=CC2C2=C1C=NN2C)C(=O)N(C)[C@H](C)C2=NC=C(C=C2)F)C